5-((4R,9aS)-8-hydroxy-4-methyloctahydro-2H-pyrido[1,2-a]pyrazin-2-yl)quinoline-8-carbonitrile OC1C[C@@H]2N([C@@H](CN(C2)C2=C3C=CC=NC3=C(C=C2)C#N)C)CC1